2-methyl-3,4-diacetoxybutyraldehyde CC(C=O)C(COC(C)=O)OC(C)=O